4-[(2R,5R)-5-[6-[benzoyl(isopropyl)amino]purin-9-yl]-2-[[bis(4-methoxyphenyl)-phenyl-methoxy]methyl]-4-methoxy-tetrahydrofuran-3-yl]oxy-4-oxo-butanoic acid C(C1=CC=CC=C1)(=O)N(C1=C2N=CN(C2=NC=N1)[C@H]1C(C([C@H](O1)COC(C1=CC=CC=C1)(C1=CC=C(C=C1)OC)C1=CC=C(C=C1)OC)OC(CCC(=O)O)=O)OC)C(C)C